CC(CC/C=C(/C)\\CC/C=C(\\C)/CC/C=C(\\C)/CCC=C(C)C)CCOP(=O)([O-])OP(=O)([O-])[O-] The molecule is an organophosphate oxoanion that is a trianion of dolichyl diphosphate arising from deprotonation of all three free OH groups of the diphosphate. It is a conjugate base of a dolichyl diphosphate.